COC=1N=C2N(N=CC=C2)C1 methoxyimidazo[1,2-b]pyridazine